C(C=C)(=O)N1[C@H](CN(CC1)C=1C2=C(N=C(N1)OC[C@H]1N(CCC1)C)N=C(C(=C2)F)C2=CC=CC=1CCCCC21)CC#N 2-((S)-1-acryloyl-4-(6-fluoro-2-(((S)-1-methylpyrrolidin-2-yl)methoxy)-7-(5,6,7,8-tetrahydronaphthalen-1-yl)pyridino[2,3-d]pyrimidin-4-yl)piperazin-2-yl)acetonitrile